OC(C(OC)OC)NC(C=C)=O N-(1-Hydroxy-2,2-dimethoxyethyl)acrylamide